CCCCC/C=C\\C/C=C\\C/C=C\\C/C=C\\CCC/C=C/C(=O)SCCNC(=O)CCNC(=O)[C@@H](C(C)(C)COP(=O)([O-])OP(=O)([O-])OC[C@@H]1[C@H]([C@H]([C@@H](O1)N2C=NC3=C(N=CN=C32)N)O)OP(=O)([O-])[O-])O The molecule is a 2,3-trans-enoyl(4-) obtained by deprotonation of the phosphate and diphosphate OH groups of (2E,7Z,10Z,13Z,16Z)-docosapentaenoyl-CoA; major species at pH 7.3. It is a conjugate base of a (2E,7Z,10Z,13Z,16Z)-docosapentaenoyl-CoA.